1-[[2-[6-(3-cyclopropyl-1H-1,2,4-triazol-5-yl)-2-azaspiro[3.3]heptane-2-carbonyl]-2-azaspiro[3.3]heptan-6-yl]methyl]-6-keto-nicotinonitrile C1(CC1)C1=NNC(=N1)C1CC2(CN(C2)C(=O)N2CC3(C2)CC(C3)CN3C=C(C#N)C=CC3=O)C1